(1-(3-aminopyridin-4-yl)pyrrolidin-3-yl)(methyl)carbamate NC=1C=NC=CC1N1CC(CC1)OC(NC)=O